3-phenyl-3-(4-phenyl-2H-1,2,3-triazol-2-yl)-1-(thiophen-3-yl)propan-1-one C1(=CC=CC=C1)C(CC(=O)C1=CSC=C1)N1N=CC(=N1)C1=CC=CC=C1